C(C)OC(=O)C1=CC=2C(=CN=C(C2)OC)N1 5-methoxy-1H-pyrrolo[2,3-c]pyridine-2-carboxylic acid ethyl ester